ethyl 2-(1-(2-cyanophenyl)-1-(1-methyl-1H-pyrazol-5-yl) propan-2-yl)-5-methoxy-1-methyl-6-oxo-1,6-dihydropyrimidine-4-carboxylate C(#N)C1=C(C=CC=C1)C(C(C)C=1N(C(C(=C(N1)C(=O)OCC)OC)=O)C)C1=CC=NN1C